N-(3-(2,2-dimethyl-7-(methylthio)-2,3-dihydro-[1,4]dioxino[2,3-c]pyridin-5-yl)-1-methyl-1H-pyrrolo[2,3-c]pyridin-5-yl)acetamide CC1(OC2=C(C(=NC(=C2)SC)C2=CN(C3=CN=C(C=C32)NC(C)=O)C)OC1)C